acrylic acid-2-(3,4-dihydroxyphenyl)butyl ester OC=1C=C(C=CC1O)C(COC(C=C)=O)CC